3,6-dibromoaniline BrC=1C=C(N)C(=CC1)Br